CN1N(C(C=C1C)=O)C1=CC=CC=C1 2,3-Dimethyl-1-phenyl-3-pyrazolin-5-one